FC(C(=O)O)(F)F.NCCCCNC(COC1=C2C(N(C(C2=CC=C1)=O)C1C(NC(CC1)=O)=O)=O)=O N-(4-Aminobutyl)-2-((2-(2,6-dioxopiperidin-3-yl)-1,3-dioxoisoindolin-4-yl)oxy)acetamide trifluoroacetate